1-(7-(4-chloro-2-(3-(2-(pyrrolidin-1-yl)ethoxy)phenyl)-1H-pyrrolo[2,3-b]pyridin-3-yl)-3,4-dihydroquinolin-1(2H)-yl)prop-2-en-1-one ClC1=C2C(=NC=C1)NC(=C2C2=CC=C1CCCN(C1=C2)C(C=C)=O)C2=CC(=CC=C2)OCCN2CCCC2